tert-butyl 4-[6-({4-[4-(3-{[ethyl(methyl)sulfamoyl]amino}-2-fluorophenyl)-2-methyl-1,3-thiazol-5-yl]pyrimidin-2-yl}amino)pyridin-3-yl]piperazine-1-carboxylate C(C)N(S(=O)(=O)NC=1C(=C(C=CC1)C=1N=C(SC1C1=NC(=NC=C1)NC1=CC=C(C=N1)N1CCN(CC1)C(=O)OC(C)(C)C)C)F)C